[C@H]1([C@@H](O)[C@@H](O)[C@H](O)[C@H](O1)CO)OCCNC(CN(CC(=O)NCC(=O)O)CC(NCCO[C@@H]1[C@@H](O)[C@@H](O)[C@H](O)[C@H](O1)CO)=O)=O bis[2-({2-[(α-D-mannopyranosyl)oxy]ethyl}amino)-2-oxoethyl]glycyl-glycine